NC1=C(C(=NN1C(C)C)C1=CC(=C(C=C1)CC(=O)O)OC)C(N)=O 2-[4-(5-Amino-4-carbamoyl-1-isopropyl-pyrazol-3-yl)-2-methoxyphenyl]acetic acid